C(C)(C)(C)OC(\C=C\C=1C=NN(C1)C)=O (E)-3-(1-methyl-1H-pyrazol-4-yl)acrylic acid tert-butyl ester